FC(C1=NN=C(O1)C1=CC=C(CN2N=NC(=C2)C=2C=C3CN(CC3=CC2)C(=O)OC(C)(C)C)C=C1)F tert-butyl 5-(1-(4-(5-(difluoromethyl)-1,3,4-oxadiazol-2-yl)benzyl)-1H-1,2,3-triazol-4-yl)isoindolin-2-carboxylate